(2-nitrobenzyl)-L-valine methyl ester COC([C@@H](NCC1=C(C=CC=C1)[N+](=O)[O-])C(C)C)=O